8-bromo-6-chloro-1-methylene-1,2,3,4-tetrahydronaphthalene BrC=1C=C(C=C2CCCC(C12)=C)Cl